COC=1C=C(C=CC1)N1C(N(C(C2=CC=CC=C12)=O)C=1C=NC=CC1)=O 1-(3-methoxyphenyl)-3-(pyridin-3-yl)quinazoline-2,4(1H,3H)-dione